FC(C(=O)O)(F)F.ClC1=C(C(=O)N2CCC(CC2)C(=O)N[C@H]2CNC[C@H]2F)C=CC(=C1)NC(=O)C=1N(C(=CN1)C1=C(C(=C(C=C1)OC(F)F)F)F)C 1-[2-chloro-4-[[5-[4-(difluoromethoxy)-2,3-difluoro-phenyl]-1-methyl-imidazole-2-carbonyl]amino]benzoyl]-N-[(3S,4R)-4-fluoropyrrolidin-3-yl]piperidine-4-carboxamide trifluoroacetate